(S)-3,3-dimethylpiperidin CC1(CNCCC1)C